1,1,1,3,3,3-hexafluoropropan-2-yl (S)-1-((3-fluorophenyl)carbamoyl)-6-azaspiro[2.5]octane-6-carboxylate FC=1C=C(C=CC1)NC(=O)[C@H]1CC12CCN(CC2)C(=O)OC(C(F)(F)F)C(F)(F)F